4-(4-aminophenoxy)-2-isopropylaniline NC1=CC=C(OC2=CC(=C(N)C=C2)C(C)C)C=C1